CN1N=CC(=C1)C=1C2=C(N=CN1)NC=C2C2OC1=C(C(NC2)=O)C=CC=C1 (4-(1-methyl-1H-pyrazol-4-yl)-7H-pyrrolo[2,3-d]pyrimidin-5-yl)-3,4-dihydrobenzo[f][1,4]oxazepin-5(2H)-one